COC=1C=C(CN(C2=CC=C(CN3C(CNC(C3)=O)=O)C=C2)C2=CC(=CC=C2)N2CCOCC2)C=CC1 1-(4-((3-methoxybenzyl)(3-morpholinophenyl)amino)benzyl)piperazine-2,5-dione